2-((S)-1-((chloromethyl)sulfonyl)-4-((S)-2-(((S)-1-methylpyrrolidin-2-yl)methoxy)-7-(naphthalen-1-yl)-5,6,7,8-tetrahydroquinazolin-4-yl)piperazin-2-yl)acetonitrile formate salt C(=O)O.ClCS(=O)(=O)N1[C@H](CN(CC1)C1=NC(=NC=2C[C@H](CCC12)C1=CC=CC2=CC=CC=C12)OC[C@H]1N(CCC1)C)CC#N